C(CCCCC)C(C(=O)[O-])CCCC.C(CCCCC)C(C(=O)[O-])CCCC.C(CCCCCCC)[Sn+2]CCCCCCCC dioctyltin bis(2-hexylhexanoate)